tert-butyl (1r,5s,6r)-6-(bromomethyl)-3-azabicyclo[3.1.0]hexane-3-carboxylate BrCC1[C@H]2CN(C[C@@H]12)C(=O)OC(C)(C)C